OC(N(CC=C)CC)CC1=CNC2=CC=CC=C12 hydroxy-N-ethyl-N-allyltryptamine